COC=1C=C(C=CC1)C1=CC(=C(C(=N1)C1=CC=CC=C1)C1=CC=CC=C1)C1=CC=CC=C1 6-(3-methoxyphenyl)-2,3,4-triphenylpyridine